FC1(CC(C1)C(N1C[C@]2(CCN3N=C(C=C32)C=3C=C(C(=NC3)N)C(F)(F)F)CC1)C1=NN=CN1)F 5-{(3R)-1-[(3,3-difluorocyclobutyl)(4H-1,2,4-triazol-3-yl)methyl]-5',6'-dihydrospiro[pyrrolidine-3,4'-pyrrolo[1,2-b]pyrazol]-2'-yl}-3-(trifluoromethyl)pyridin-2-amine